C(C)(C)C([C@](C(=O)OC1CCC(CC1)NC)(C1=CC=C(C=C1)N=[N+]=[N-])N)C(C)(C)C 4-(methylamino)cyclohexane-1-ol isopropyl-(R)-2-amino-2-(4-azidophenyl)-4,4-dimethylpentanoate